2-(4-Bromo-2-cyano-3-fluorobenzyl)-1-(2-methoxyethyl)-1H-benzo[d]imidazole-6-carboxylic acid methyl ester COC(=O)C=1C=CC2=C(N(C(=N2)CC2=C(C(=C(C=C2)Br)F)C#N)CCOC)C1